[Br-].C(C=C)N1C=NC=C1 1-allylimidazole bromide salt